2-(4-(((3S,4R)-4-(4-fluorophenyl)piperidin-3-yl)methoxy)phenoxy)-ethan-1-amine hydrochloride Cl.FC1=CC=C(C=C1)[C@H]1[C@@H](CNCC1)COC1=CC=C(OCCN)C=C1